NC1=NC=2C=CC(=CC2C2=C1C=NN2C)C(=O)N(OC)CC2=CC(=C(C=C2)OC(F)F)OC 4-amino-N-(4-(difluoromethoxy)-3-methoxybenzyl)-N-methoxy-1-methyl-1H-pyrazolo[4,3-c]quinoline-8-carboxamide